2-((2S)-4-(7-(5-chloro-6-methyl-1H-indazol-4-yl)-2-(((S)-1-methylpyrrolidin-2-yl)methoxy)-6,7-dihydro-5H-pyrano[2,3-d]pyrimidin-4-yl)piperazin-2-yl)acetonitrile ClC=1C(=C2C=NNC2=CC1C)C1CCC2=C(N=C(N=C2N2C[C@@H](NCC2)CC#N)OC[C@H]2N(CCC2)C)O1